CC1=C(C=CC(=C1)C)NC(=O)C1=CC(=CS1)C(=O)[O-] 5-[(2,4-dimethylphenyl)carbamoyl]thiophene-3-carboxylate